[Fe].[Ni].[Se] selenium-nickel iron